((2S,4R,5R)-4-Acetoxy-5-(2-amino-7-(4-methoxybenzyl)-8-oxo-7,8-dihydro-9H-purin-9-yl) tetrahydrofuran-2-yl)methyl acetate C(C)(=O)OC[C@H]1O[C@H]([C@@H](C1)OC(C)=O)N1C2=NC(=NC=C2N(C1=O)CC1=CC=C(C=C1)OC)N